dimethylpropargylphosphine oxide CP(CC#C)(C)=O